ClC=1C=C(C=CC1Cl)NC(=S)NC1=CC2=CC=CC=C2C=C1O 1-(3,4-dichlorophenyl)-3-(3-hydroxynaphthalen-2-yl)thiourea